F[C@@H]1CN(CC[C@@]1(O)C)C1=NC=CC(=C1)NC1=NC2=C(C=CC(=C2C=N1)N1[C@@H]([C@H](C1)CS(=O)(=O)C)C)C(C)C (3R,4S)-3-fluoro-1-(4-((8-isopropyl-5-((2R,3S)-2-methyl-3-((methylsulfonyl)methyl)azetidin-1-yl)quinazolin-2-yl)amino)pyridin-2-yl)-4-methylpiperidin-4-ol